2-Methyl-7-(2H-tetrazol-5-yl)-3,4-dihydroisoquinolin-1-one CN1C(C2=CC(=CC=C2CC1)C=1N=NNN1)=O